5-(thiophen-2-yl)isoxazole-3-carboxylic acid S1C(=CC=C1)C1=CC(=NO1)C(=O)O